C1(=CC=CC=C1)N1NC(C=C1C1=CC=CC=C1)C1=CC=C(C=C1)C(C)C 1,5-diphenyl-3-(4-isopropyl-phenyl)-dihydropyrazole